FC(C1=CC=C(C=C2SC=C(N2)C=2SC=CN2)C=C1)(F)F 2-(4-trifluoromethylbenzylidene)-4-(thiazol-2-yl)thiazole